6-chloro-8-(4-chloro-2-fluoro-phenyl)-3-methyl-pyrido[3,2-d]pyrimidin-4-one ClC=1C=C(C=2N=CN(C(C2N1)=O)C)C1=C(C=C(C=C1)Cl)F